(Z)-2-(3-(sec-butyl)-4-hydroxyphenyl)-3-((tert-butylamino)methylene)chroman-4-one C(C)(CC)C=1C=C(C=CC1O)C/1OC2=CC=CC=C2C(\C1=C/NC(C)(C)C)=O